2-[(4-chlorophenyl)methyl-[(4-methoxyphenyl)-methyl]amino]ethanehydroxamic acid ClC1=CC=C(C=C1)CN(CC(=O)NO)CC1=CC=C(C=C1)OC